BrC=1C=C(OCC2=NNC(O2)=O)C=CC1 5-[(3-bromophenoxy)methyl]-1,3,4-oxadiazol-2(3H)-one